OC1=CC=C(C=C1)C(C)(C1=CC=CC2=CC=CC=C12)C1=CC=C(C=C1)O 1,1-bis(4-hydroxyphenyl)-1-(1-naphthyl)ethane